ethyl [(2R,3S,4S,5R,6S)-3,4,5-trihydroxy-6-[2-[(4-methoxyphenyl)methyl]phenoxy]oxan-2-yl]methyl carbonate C(OCC)(OC[C@H]1O[C@H]([C@@H]([C@H]([C@@H]1O)O)O)OC1=C(C=CC=C1)CC1=CC=C(C=C1)OC)=O